O[C@@H]1C[C@H](N(C1)C([C@H](C(C)(C)C)N1N=NC(=C1)COC1=CC(=CC=C1)O)=O)C(=O)NC (2S,4r)-4-hydroxy-1-[(2S)-2-[4-[(3-hydroxyphenoxy)methyl]triazol-1-yl]-3,3-dimethyl-butyryl]-N-methyl-pyrrolidine-2-carboxamide